C(C)(=O)OCCC(CCC)=C 3-Methylenehexyl acetate